C1(CC1)NC(=O)C1=CC=C(OC2=C(C=C3CCC(C3=C2)OP(=O)(N2CC2)N2CC2)[N+](=O)[O-])C=C1 Di(aziridin-1-yl)phosphinic acid 6-(4-(cyclopropylcarbamoyl) phenoxy)-5-nitro-2,3-dihydro-1H-inden-1-yl ester